N[C@@H]1CN(CC1)C(=O)N1CCN(C2=CC=CC=C12)CC1=CC=C(C=C1)F (S)-(3-Aminopyrrolidin-1-yl)(4-(4-fluorobenzyl)-3,4-dihydroquinoxalin-1(2H)-yl)methanone